3-[(3-chloro-2-methoxyphenyl)amino]-2-(7-fluoro-6-methoxy-1,5-naphthyridin-4-yl)-1H,5H,6H,7H-pyrrolo[3,2-c]pyridin-4-one ClC=1C(=C(C=CC1)NC1=C(NC2=C1C(NCC2)=O)C2=CC=NC1=CC(=C(N=C21)OC)F)OC